FC1=CC=C(C=C1)N1N=CC=C1S(=O)C (4-fluorophenyl)-5-(methylsulfinyl)-1H-pyrazole